5-((1-hydroxy-2-methylpropan-2-yl)amino)pyrimidine-2-carbaldehyde OCC(C)(C)NC=1C=NC(=NC1)C=O